N-[3-(difluoromethyl)-1-[4-(hydroxymethyl)phenyl]pyrazol-4-yl]-5-[(1R,4R)-2-oxa-5-azabicyclo[2.2.1]heptan-5-yl]pyrazolo[1,5-a]pyrimidine-3-carboxamide FC(C1=NN(C=C1NC(=O)C=1C=NN2C1N=C(C=C2)N2[C@H]1CO[C@@H](C2)C1)C1=CC=C(C=C1)CO)F